methyl 3-(1-methylpiperidin-4-yl)-5-[(4-nitropyridin-2-yl)amino]thiophene-2-carboxylate CN1CCC(CC1)C1=C(SC(=C1)NC1=NC=CC(=C1)[N+](=O)[O-])C(=O)OC